ClC1=C(C=CC(=C1)OC(F)(F)F)O 2-Chloro-4-(trifluoromethoxy)phenol